5-[1-(cyclobutyl-methyl)-8-dimethylamino-2-oxo-8-phenyl-1,3-diazaspiro[4.5]decan-3-yl]-4-methyl-pyridine-2-carbonitrile C1(CCC1)CN1C(N(CC12CCC(CC2)(C2=CC=CC=C2)N(C)C)C=2C(=CC(=NC2)C#N)C)=O